C(C)(C)(C)OC(=O)N1C2CC(CC1C(C2)(F)F)N rac-exo-3-amino-6,6-difluoro-8-azabicyclo[3.2.1]octane-8-carboxylic acid tert-butyl ester